CN1N=C(C=C1C(=O)NC(C)C1=NC(=NO1)C1=CC(=CC=C1)S(N)(=O)=O)C(F)(F)F 1-methyl-N-(1-(3-(3-sulfamoylphenyl)-1,2,4-oxadiazol-5-yl)ethyl)-3-(trifluoromethyl)-1H-pyrazole-5-carboxamide